Cl.FC1=CC=C2CC[C@@H](C2=C1)N (S)-6-fluoro-2,3-dihydro-1H-indene-1-amine hydrochloride